C1NCC=2C(=CC=CC12)C#N isoindoline-4-carbonitrile